phosphorous acid-tris-(trimethylsilyl)ester C[Si](C)(C)OP(O[Si](C)(C)C)O[Si](C)(C)C